4-(7-oxo-4,5,6,7-tetrahydrobenzothiazole-2-yl)-piperazine-1-carboxylic acid tert-butyl ester C(C)(C)(C)OC(=O)N1CCN(CC1)C=1SC2=C(N1)CCCC2=O